Isocyanatopropyl-tri-methoxysilan N(=C=O)CCC[Si](OC)(OC)OC